OC1=CC=C2C=C(C(OC2=C1CN)=O)C(=O)O 7-hydroxy-8-aminomethyl-coumarin-3-formic acid